5-chloronicotinimidamide ClC=1C=NC=C(C(N)=N)C1